NC1=NC=2C=CC=CC2C2=C1N=C(N2CC(CNS(=O)(=O)C)(C)C)CCCC N-[3-(4-amino-2-butyl-1H-imidazo[4,5-c]quinolin-1-yl)-2,2-dimethylpropyl]methanesulfonamide